(R)-6-chloro-N-(2-(dimethylamino)-2-phenylethyl)-3,3-dimethyl-2,3-dihydro-1H-pyrrolo[3,2-b]pyridine-1-carboxamide ClC=1C=C2C(=NC1)C(CN2C(=O)NC[C@@H](C2=CC=CC=C2)N(C)C)(C)C